COC(CC1=C(C(=CC=C1)[N+](=O)[O-])O)=O 2-(2-hydroxy-3-nitrophenyl)acetic acid methyl ester